2-methyl-6-nitro-1H-benzimidazole CC1=NC2=C(N1)C=C(C=C2)[N+](=O)[O-]